NCC1=CC=C(C=C1)COC1=C(C(=NN1C(=O)C1=COC=C1)C1C(N(CC1C)S(=O)(=O)C)=O)C#N 5-{[4-(Aminomethyl)phenyl]methoxy}-1-(furan-3-carbonyl)-3-(1-methansulfonyl-4-methyl-2-oxopyrrolidin-3-yl)-1H-pyrazol-4-carbonitril